CC1(C=2C=C(C(=CC2C(CC1)(C)C)NC1=CC=2C(CCC(C2C=C1)(C)C)(C)C)B1OC(C(O1)(C)C)(C)C)C 5,5,8,8-tetramethyl-3-(4,4,5,5-tetramethyl-1,3,2-dioxaborolan-2-yl)-N-(5,5,8,8-tetramethyl-5,6,7,8-tetrahydronaphthalen-2-yl)-5,6,7,8-tetrahydronaphthalen-2-amine